ClC=1C=C(C=CC1C1=CC=C(C=C1)C1=NC(=NC(=N1)C1=CC=CC=C1)C1=CC=CC=C1)C1=CC=C(C=C1)C#N 3'-chloro-4''-(4,6-diphenyl-1,3,5-triazin-2-yl)-[1,1':4',1''-terphenyl]-4-carbonitrile